tert-butyl N-[(2R)-1-{5-chloro-7-methanesulfonyl-3-methylfuro[3,2-b]pyridin-2-yl}-4-fluorobutan-2-yl]carbamate ClC1=CC(=C2C(=N1)C(=C(O2)C[C@H](CCF)NC(OC(C)(C)C)=O)C)S(=O)(=O)C